tert-butyl (3R)-3-[4-[(6-phenoxy-3-pyridyl)amino]quinazolin-6-yl]piperidine-1-carboxylate O(C1=CC=CC=C1)C1=CC=C(C=N1)NC1=NC=NC2=CC=C(C=C12)[C@@H]1CN(CCC1)C(=O)OC(C)(C)C